N-((S)-1-oxo-3-((S)-2-oxopiperidin-3-yl)propan-2-yl)-3-azabicyclo[3.1.0]hexane-2-carboxamide O=C[C@H](C[C@H]1C(NCCC1)=O)NC(=O)C1C2CC2CN1